C1(=CC=CC=C1)C1=NC(=CN1C1=CC=CC=C1)C1=CC=CC=C1 2,3,5-triphenylimidazole